C(#N)C=1C=C(C=NC1)S(=O)(=O)N([C@@H](C(F)(F)F)C1=CC=C(C=C1)OC(F)(F)F)CC (R)-5-Cyano-N-ethyl-N-(2,2,2-trifluoro-1-(4-(trifluoromethoxy)phenyl)ethyl)pyridine-3-sulfonamide